Cl.FC(C1=CC=C(C=N1)N1CC2(CC1=O)C1CNC(C2)CC1)(F)F 1'-(6-(trifluoromethyl)pyridin-3-yl)-5-azaspiro[bicyclo[2.2.2]octane-2,3'-pyrrolidin]-5'-one hydrochloride